C1(=CC=CC=C1)N1NC(=CC1C1=CC=C(C=C1)OC)C1=CC=C(C=C1)OC 1-phenyl-3,5-bis(4-methoxy-phenyl)-pyrazoline